CC1=C(C(=O)NC(C)C2=CC(=NC3=CC=CC=C23)C=2C=CC3=C(NC(O3)=O)C2)C=CC=C1 2-methyl-N-{1-[2-(2-oxo-2,3-dihydro-1,3-benzoxazol-5-yl)quinolin-4-yl]ethyl}benzamide